C(C=C)N(C(C1=CN=CC=C1)=O)CC=C N,N-diallyl-nicotinamide